C(CCCCC)(=O)ON1C(CCC1=O)=O Succinimidyl caproate